(+)-(4R)-4-[3-[4-[(4-methylsulfonylphenyl)-phenyl-methyl]-1-piperidinyl]-3-oxo-propyl]oxazolidin-2-one CS(=O)(=O)C1=CC=C(C=C1)C(C1CCN(CC1)C(CC[C@H]1NC(OC1)=O)=O)C1=CC=CC=C1